trans-4-((3-(1-Isopropyl-1H-pyrazol-4-yl)phenyl)((trans-4-(4-methoxy-3-methylphenyl)cyclohexyl)methyl)carbamoyl)cyclohexanecarboxylic acid C(C)(C)N1N=CC(=C1)C=1C=C(C=CC1)N(C(=O)[C@@H]1CC[C@H](CC1)C(=O)O)C[C@@H]1CC[C@H](CC1)C1=CC(=C(C=C1)OC)C